O1C=CC2=C1C=CC=C2 [1]Benzofuran